N-{3-[2-(4-chloro-3-fluorophenoxy)acetamido]bicyclo[1.1.1]pentan-1-yl}-N2-(4-chlorophenyl)glycinamide ClC1=C(C=C(OCC(=O)NC23CC(C2)(C3)NC(CNC3=CC=C(C=C3)Cl)=O)C=C1)F